(((6-Chloro-2-(trifluoromethyl)quinolin-4-yl)amino)methyl)-N-cyclobutyl-3-(4-fluoro-1H-pyrazol-1-yl)azetidine-1-carboxamide ClC=1C=C2C(=CC(=NC2=CC1)C(F)(F)F)NCC1N(CC1N1N=CC(=C1)F)C(=O)NC1CCC1